(7R,8R)-7-((R)-5H-Imidazo[5,1-a]isoindol-5-yl)-5,6,7,8-tetrahydroindolizin-8-ol C=1N=CN2C1C1=CC=CC=C1[C@H]2[C@H]2CCN1C=CC=C1[C@@H]2O